CC(C#CC(C)O)O hexyne-2,5-diol